1-(3-(3-cyclopropyl-5-fluoro-8,9-dihydropyrido[3',2':4,5]pyrrolo[1,2-a]pyrazin-7(6H)-yl)-3-oxopropoxy)propan C1(CC1)C1=CC=2C(=C3N(CCN(C3)C(CCOCCC)=O)C2N=C1)F